trans-tert-butyl 2-(2-bromo-6-chloropyridin-4-yl)-6-(hydroxymethyl)morpholine-4-carboxylate BrC1=NC(=CC(=C1)[C@@H]1CN(C[C@H](O1)CO)C(=O)OC(C)(C)C)Cl